FC1(CCNCC1)CN1[C@H](CN(CC1)C1=CC(=NC=N1)C=1NN=C2C=CC(=CC12)OC1(CC1)C)C 3-[6-[(3S)-4-[(4-fluoro-4-piperidinyl)methyl]-3-methyl-piperazin-1-yl]Pyrimidin-4-yl]-5-(1-methylcyclopropoxy)-2H-indazole